C(C)(=O)C1=C(OC2=CC=C(C=C2)NC(C2=CC=CC=C2)=O)C=C(C=C1)OC N-(4-(2-acetyl-5-methoxyphenoxy)phenyl)benzamide